NC=1C=2N(C=CN1)C(=NC2C=2N(C1=CC=CC=C1C2)C)C2CNCC2 3-(8-Amino-1-(N-methylindol-2-yl)imidazo[1,5-a]pyrazin-3-yl)pyrrolidine